C(C)(C)(C)OC(=O)N1CCN(CC1)C1=CC=C(C=C1)C1=NC=CC(=C1)C1=CC=2C(NCCC2N1)=O.ClC1=NC(=CC(=C1)OC1CCSCC1)Cl 2,6-dichloro-4-((tetrahydro-2H-thiopyran-4-yl)oxy)pyridine Tert-butyl-4-(4-(4-(4-oxo-4,5,6,7-tetrahydro-1H-pyrrolo[3,2-c]pyridin-2-yl)pyridin-2-yl)phenyl)piperazine-1-carboxylate